BrC1=CC(=C(C=C1)N(N=O)C)C\C=C\CO (E)-N-(4-bromo-2-(4-hydroxybut-2-en-1-yl)phenyl)-N-methylnitrosamide